CN1N=C2C(=CC(=CC2=C1)C=1N=NC2=CC(=CC(=C2C1)F)C=1CCNCCC1)C 3-(2,7-Dimethyl-2H-indazol-5-yl)-5-fluoro-7-(2,3,6,7-tetrahydro-1H-azepin-4-yl)cinnoline